5-((2,5-difluorobenzyl)oxy)-3-(1-(tetrahydro-2H-pyran-4-yl)-1H-pyrazol-4-yl)pyrazolo[1,5-a]pyrimidine FC1=C(COC2=NC=3N(C=C2)N=CC3C=3C=NN(C3)C3CCOCC3)C=C(C=C1)F